8-(6-((2-(3,3-dimethylpyrrolidin-1-yl)ethoxy)methyl)pyridin-3-yl)-7-fluoro-1-isopropyl-3-methyl-1H-imidazo[4,5-c]cinnolin-2(3H)-one CC1(CN(CC1)CCOCC1=CC=C(C=N1)C1=CC=2C3=C(N=NC2C=C1F)N(C(N3C(C)C)=O)C)C